FC=1C=C(C=CC1OC1=CC=NC2=CC(=C(C=C12)OC)OCCCN1CC(C1)C)NC(=O)C1=C2C(=CN(C1=O)C1=CC=C(C=C1)F)CCO2 N-[3-fluoro-4-({6-methoxy-7-[3-(3-methylazetidin-1-yl)propoxy]quinolin-4-yl}oxy)phenyl]-5-(4-fluorophenyl)-6-oxo-2,3,5,6-tetrahydrofuro[3,2-c]pyridine-7-carboxamide